C(C)(C)O[C@H]1CN(CC1)C(=O)OC(C)(C)C tert-butyl (R)-3-isopropoxypyrrolidine-1-carboxylate